1-(4-toluenesulfonyl)-4'H-spiro[indoline-2,1'-naphthalene]-4'-one CC1=CC=C(C=C1)S(=O)(=O)N1C2=CC=CC=C2CC12C=CC(C1=CC=CC=C21)=O